C(C1=CC=CC=C1)N1CC=2C(N=C3N(C2CC1)CCN3CC3=CC(=CC=C3)OC)=O 7-Benzyl-3-(3-methoxybenzyl)-2,3,6,7,8,9-hexahydroimidazo[1,2-a]pyrido[3,4-e]pyrimidin-5(1H)-one